4-methyl-N-butyl-pyridinium CC1=CC=[N+](C=C1)CCCC